[2-[4-(2,6-dioxo-3-piperidyl) phenyl]-2,2-difluoro-ethyl] trifluoromethanesulfonate FC(S(=O)(=O)OCC(F)(F)C1=CC=C(C=C1)C1C(NC(CC1)=O)=O)(F)F